1-(4-phenylmercaptophenyl)-butane-1,2-dione-2-oxime C1(=CC=CC=C1)SC1=CC=C(C=C1)C(C(CC)=NO)=O